Bromine Isobutyryl Bromide C(C(C)C)(=O)Br.[Br]